Cl.N[C@H](C(CCP(O)(=O)C1=CC=CC=C1)=O)C[C@H]1C(NCC1)=O.FNC1=CC=C(C2=CC=C(NF)C=C2)C=C1 difluorobenzidine (S)-3-amino-2-oxo-4-((S)-2-oxopyrrolidin-3-yl)butyl-methyl(phenyl)phosphinate hydrochloride